(4aS,11aR,12aS)-3-(N-Acetylcarbamoyl)-7-butoxy-1,10-bis(dimethylamino)-2,5-dihydroxy-4,6-dioxo-1,4a,11,11a,12,12a-hexahydro-4a-naphthacenyl acetate C(C)(=O)O[C@]12C(C(=C(C([C@@H]2C[C@@H]2CC3=C(C=CC(=C3C(C2=C1O)=O)OCCCC)N(C)C)N(C)C)O)C(NC(C)=O)=O)=O